(cis-3-(3-(N-((5-(2-methoxypyridin-4-yl)-2,3-dihydro-1H-inden-4-yl)carbamoyl)sulfamoyl)-1H-pyrazol-1-yl)cyclohexyl)boronic acid COC1=NC=CC(=C1)C=1C(=C2CCCC2=CC1)NC(=O)NS(=O)(=O)C1=NN(C=C1)[C@H]1C[C@H](CCC1)B(O)O